C(#N)C=1C=NN2C1C(=CC(=C2)OCC(C)(C)O)C=2C=CC(=NC2)N2CCC(CC2)(C)NC(C2=CC(=CC=C2)CN(C)C)=O N-(1-(5-(3-cyano-6-(2-hydroxy-2-methylpropoxy)pyrazolo[1,5-a]pyridin-4-yl)pyridin-2-yl)-4-methylpiperidin-4-yl)-3-((dimethylamino)methyl)benzamide